1-(1,2,3,4,5,6,7,8-octahydro-2,3,8,8-tetramethyl-2-naphthalenyl)-ethanone CC1(CC=2C(CCCC2CC1C)(C)C)C(C)=O